CN1C(=NN=C1)C(C=1C=C(C=CC1)N1C(C2=CC(=CC(=C2C1)C(F)(F)F)CNC1(CCC1)C)=O)C1CC(C1)=O 2-(3-((4-methyl-4H-1,2,4-triazol-3-yl)(3-oxocyclobutyl)-methyl)phenyl)-6-(((1-methylcyclobutyl)amino)methyl)-4-(trifluoromethyl)isoindolin-1-one